1-(2-naphthylamino)cyclobutanecarbonitrile C1=C(C=CC2=CC=CC=C12)NC1(CCC1)C#N